ClC=1N=C(SC1)C([C@H](C[C@@H]1C(NCC1)=O)NC([C@H](CC1CCCCC1)NC(=O)C=1NC2=CC=CC(=C2C1)OC)=O)=O N-((S)-1-(((S)-1-(4-chlorothiazol-2-yl)-1-oxo-3-((R)-2-oxopyrrolidin-3-yl)propan-2-yl)amino)-3-cyclohexyl-1-oxopropan-2-yl)-4-methoxy-1H-indole-2-carboxamide